ClC1C2(C=3C=NC=CC3N1C1=NC(=NC(=C1)Cl)C(C)(F)F)CC2 chloro-1'-(6-chloro-2-(1,1-difluoroethyl)pyrimidin-4-yl)-1',2'-dihydrospiro[cyclopropane-1,3'-pyrrolo[3,2-c]pyridine]